1,4-bis(methacryloyloxy)butane C(C(=C)C)(=O)OCCCCOC(C(=C)C)=O